ClC1=NN(C(C=C1Cl)=O)CC(=O)OC methyl 2-(3,4-dichloro-6-oxopyridazin-1(6H)-yl)acetate